[Cu].[Au].[V] vanadium gold copper